(S)-(3-Fluorophenyl)((2R,5S)-5-(((R)-1-(methylsulfonyl)piperidin-3-yl)methyl)pyrrolidin-2-yl)methanol hydrochloride Cl.FC=1C=C(C=CC1)[C@H](O)[C@@H]1N[C@@H](CC1)C[C@@H]1CN(CCC1)S(=O)(=O)C